(R)-4-(1-(4-((4'-carbamoyl-2'-hydroxy-[1,1'-biphenyl]-3-yl)methyl)morpholine-3-carboxamido)cyclopropyl)benzoic acid C(N)(=O)C1=CC(=C(C=C1)C1=CC(=CC=C1)CN1[C@H](COCC1)C(=O)NC1(CC1)C1=CC=C(C(=O)O)C=C1)O